OC1=C(C(=CC(=C1)OC)O)C(CC=CCCC=CCC)=O 1-(2,6-dihydroxy-4-methoxyphenyl)deca-3,7-dien-1-one